COC1=CC=C(CSC=2C=C3C(=NC2)NC=C3)C=C1 5-((4-methoxybenzyl)thio)-1H-pyrrolo[2,3-b]Pyridine